7-(4-(6-chloro-4-oxo-3,4-dihydro-7H-pyrrolo[2,3-d]pyrimidin-7-yl)phenyl)-5-oxa-8-azaspiro[3.5]nonane-8-carboxylic acid tert-butyl ester C(C)(C)(C)OC(=O)N1C(COC2(CCC2)C1)C1=CC=C(C=C1)N1C(=CC2=C1N=CNC2=O)Cl